C([O-])([O-])=O.[Sm+3].[Ce+3].C([O-])([O-])=O.C([O-])([O-])=O cerium samarium carbonate